OC[C@@H]1N(C[C@@H]([C@H]([C@@H]1O)O)O)C[C@H]1CN(CCC1)C1=NC=CC=C1C(F)(F)F (2S,3R,4R,5S)-2-(hydroxymethyl)-1-(((S)-1-(3-(trifluoromethyl)pyridin-2-yl)piperidin-3-yl)methyl)piperidine-3,4,5-triol